(±)-ethyl 4-(3-bromo-2-fluorophenoxy)-2-fluorobutanoate BrC=1C(=C(OCC[C@H](C(=O)OCC)F)C=CC1)F |r|